2-(5-fluoro-1H-indol-3-yl)-N,N-dimethylethan-1-amine FC=1C=C2C(=CNC2=CC1)CCN(C)C